C(CCCCCCCCCCCCCCCCCCCCC)OP(=O)(O)O.FC(=CC1=CC(=C(C=C1)C)C)F 4-(2,2-difluorovinyl)-1,2-dimethyl-benzene docosanyl-phosphate